(E)-1-(dimethylamino)-4-methylpent-1-en-3-one CN(\C=C\C(C(C)C)=O)C